rubidium hexafluoronickel(IV) F[Ni-2](F)(F)(F)(F)F.[Rb+].[Rb+]